C(#N)C1=CC(=C(COC2=NC=CC=C2C2CCN(CC2)CC2=NC3=C(N2C[C@H]2OCC2)C=CC=C3)C=C1)F 2-((4-{2-[(4-Cyano-2-fluorobenzyl)oxy]pyridin-3-yl}piperidin-1-yl)methyl)-1-((2S)-oxetan-2-ylmethyl)-1H-benzimidazol